(E)-4-(2,2-difluoroethylthio)benzamide FC(CSC1=CC=C(C(=O)N)C=C1)F